2-(imidazOlylaminO)-pyridine N1C(=NC=C1)NC1=NC=CC=C1